FC1=C(N=CC2=C1N=C(N=C2N)OC[C@]21CCCN1C[C@@H](C2)F)C2=CC=CC1=CC=CC(=C21)F 8-fluoro-7-(8-fluoronaphthalen-1-yl)-2-(((2R,7aS)-2-fluorotetrahydro-1H-pyrrolizin-7a(5H)-yl)methoxy)pyrido[4,3-d]pyrimidin-4-amine